CNN=NC=1NC=C(N1)C(=O)N 3-methyltriazen-1-yl-imidazole-4-carboxamide